4-ethoxy-2,3-difluoro-4'-(trans-4-methylcyclohexyl)biphenyl [trans-(4-aminocyclohexyl)]carbamate N[C@@H]1CC[C@H](CC1)NC(O)=O.C(C)OC1=C(C(=C(C=C1)C1=CC=C(C=C1)[C@@H]1CC[C@H](CC1)C)F)F